NC=1C(=C(C#N)C=C(C1)C(C)CC)F amino-5-(butan-2-yl)-2-fluorobenzonitrile